[Ni].[Co].[Fe] iron cobalt-nickel